acrylic acid 2-ethanesulfonate sodium salt [Na+].CCS(=O)(=O)[O-].C(C=C)(=O)O